C[C@H]1[C@@H]2[C@H]3CC[C@@H]4[C@]5(CC[C@@H](C([C@@H]5CC[C@]4([C@@]3(CC[C@]2(CCC1=C)C)C)C)(C)C)O)C The molecule is a pentacyclic triterpenoid that is taraxastane with a beta-hydroxy group at position 3. It has a role as a metabolite and an anti-inflammatory agent. It is a pentacyclic triterpenoid and a secondary alcohol. It derives from a hydride of a taraxastane.